O=C([C@H](C1=CC=CC=C1)NC(OC(C)(C)C)=O)NC1=CC=CC=C1 tert-butyl (S)-(2-oxo-1-phenyl-2-(phenylamino)ethyl)carbamate